N-(2-hydroxy-phenyl)-oxamide OC1=C(C=CC=C1)NC(=O)C(=O)N